N-(1-((2-(Azetidin-1-yl)-4-(difluoromethyl)pyrimidin-5-yl)methyl)-1H-pyrazol-4-yl)-6-(3-chloro-6-(difluoromethyl)-2-fluorophenyl)pyrazine-2-carboxamide N1(CCC1)C1=NC=C(C(=N1)C(F)F)CN1N=CC(=C1)NC(=O)C1=NC(=CN=C1)C1=C(C(=CC=C1C(F)F)Cl)F